COC[C@H]1CN2C(O1)=C(C=N2)[S@@](=O)(N)=NC(NC2=C1C(=CC=3CCCC23)CC1)=O (R,2R)-2-(methoxymethyl)-N'-((2,4,5,6-tetrahydro-1H-cyclobuta[f]inden-3-yl)carbamoyl)-2,3-dihydropyrazolo[5,1-b]oxazole-7-sulfonimidamide